ClC=1C=C(CN2C=NC3=C(C2=O)C=NN3C3=C(C=CC=C3)C)C=CC1Cl 5-(3,4-dichlorobenzyl)-1-o-tolyl-1H-pyrazolo[3,4-d]pyrimidin-4(5H)-one